Tert-butyl 4-(4-(5-(1-(3-(1H-pyrazol-1-yl)propanoyl)piperidin-3-yl)-2-(dimethylcarbamoyl)-4-fluorobenzofuran-7-yl)phenyl)piperazine-1-carboxylate N1(N=CC=C1)CCC(=O)N1CC(CCC1)C=1C=C(C2=C(C=C(O2)C(N(C)C)=O)C1F)C1=CC=C(C=C1)N1CCN(CC1)C(=O)OC(C)(C)C